tert-butyl (3-(trifluoro methyl)-4-vinylphenyl)carbamate FC(C=1C=C(C=CC1C=C)NC(OC(C)(C)C)=O)(F)F